(S,Z)-3-(2-(cyclopropylmethoxy)-6-(2-(hydroxymethyl)-4-(methoxyimino)pyrrolidine-1-carbonyl)pyridin-3-yl)-2-methylbenzonitrile C1(CC1)COC1=NC(=CC=C1C=1C(=C(C#N)C=CC1)C)C(=O)N1[C@@H](C/C(/C1)=N/OC)CO